4-(2-(trifluoromethyl)benzoyl)-1H-pyridine-2-carboxylic acid FC(C1=C(C(=O)C2=CC(NC=C2)C(=O)O)C=CC=C1)(F)F